1-hexadecylazepane C(CCCCCCCCCCCCCCC)N1CCCCCC1